FC(C=1C(N(C=C(C1)CCN(C)C)C(C(=O)OCC)CC(C)C)=O)F Ethyl 2-(3-(difluoromethyl)-5-(2-(dimethylamino) ethyl)-2-oxopyridin-1(2H)-yl)-4-methylpentanoate